[C@@H]12CNC[C@H]2C1NC(CC(=O)OCC)C1=CC=CC=C1 ethyl 3-(((1R,5S,6s)-3-azabicyclo[3.1.0]hex-6-yl)amino)-3-phenylpropanoate